3-[3-(2,3-dihydrobenzo[b][1,4]dioxin-6-yl)phenoxycarbonyl]-2,4-di(2-methoxyphenyl)cyclobutane-1-carboxylic acid O1C2=C(OCC1)C=C(C=C2)C=2C=C(OC(=O)C1C(C(C1C1=C(C=CC=C1)OC)C(=O)O)C1=C(C=CC=C1)OC)C=CC2